BrC1=C(C=CC=C1)CC(=O)OCC ethyl 2-(2-bromophenyl)acetate